[Na+].[Na+].OC1=CC(=CC2=CC(=CC=C12)S(=O)(=O)[O-])S(=O)(=O)[O-] 4-Hydroxy-2,7-naphthalenedisulfonic acid disodium salt